P(=O)(OCC(O)O)(OCO)OCO dihydroxyethyl bishydroxymethyl phosphate